isooctyl-sodium glyoxylate C(C=O)(=O)O.C(CCCCC(C)C)[Na]